(R)-1-(1-methyl-1H-pyrazol-5-yl)-3-(3-methylmorpholino)-5-(1H-pyrrolo[2,3-c]pyridin-4-yl)pyrazin-2(1H)-one CN1N=CC=C1N1C(C(=NC(=C1)C1=C2C(=CN=C1)NC=C2)N2[C@@H](COCC2)C)=O